FC=1C=C(CN2N=CC(=C2)C2=CC3=C(O[C@@H](CN3)[C@@H](C3=CC=CC=C3)NCCC3=CC=C(C#N)C=C3)N=C2)C=CC1 4-(2-(((R)-((S)-7-(1-(3-fluorobenzyl)-1H-pyrazol-4-yl)-2,3-dihydro-1H-pyrido[2,3-b][1,4]oxazin-3-yl)(phenyl)methyl)amino)ethyl)benzonitrile